(S)-N-(2,3-dichlorobenzyl)-5-fluoro-8-oxo-5,6,7,8-tetrahydroquinoline-5-carboxamide ClC1=C(CNC(=O)[C@]2(C=3C=CC=NC3C(CC2)=O)F)C=CC=C1Cl